methacrylic acid, hydroxypropyl ester C(C(=C)C)(=O)OCCCO